OC(CC(CC(CC(CC(CCCC(OCCCCCC)OC(CCCC(CC(CC(CC(CC(C)O)C)C)C)C)OCCCCCC)C)C)C)C)C 12-hydroxy-4,6,8,10-tetramethyltridecylhexoxymethyl ether